NC[C@H](C(=O)O)C (R)-3-AMINO-2-METHYL-PROPIONIC ACID